2,4,6-tris(9-(4,6-diphenylpyrimidin-2-yl)-6-methyl-9H-carbazol-3-yl)-1,3,5-triazine C1(=CC=CC=C1)C1=NC(=NC(=C1)C1=CC=CC=C1)N1C2=CC=C(C=C2C=2C=C(C=CC12)C1=NC(=NC(=N1)C=1C=CC=2N(C3=CC=C(C=C3C2C1)C)C1=NC(=CC(=N1)C1=CC=CC=C1)C1=CC=CC=C1)C=1C=CC=2N(C3=CC=C(C=C3C2C1)C)C1=NC(=CC(=N1)C1=CC=CC=C1)C1=CC=CC=C1)C